N'-(2-hydroxyethyl)ethylenediamine OCCNCCN